N-(2-Cyano-6-fluorophenyl)-2-((3-(2,6-dioxopiperidin-3-yl)-1-methyl-1H-indazol-7-yl)oxy)acetamide C(#N)C1=C(C(=CC=C1)F)NC(COC=1C=CC=C2C(=NN(C12)C)C1C(NC(CC1)=O)=O)=O